isopropyl N-(5-bromo-2-methyl-3-pyridyl)-N-isopropoxycarbonyl-carbamate BrC=1C=C(C(=NC1)C)N(C(OC(C)C)=O)C(=O)OC(C)C